2-cyano-N-(2,4-difluorophenyl)-N-methyl-5-nitrobenzamide C(#N)C1=C(C(=O)N(C)C2=C(C=C(C=C2)F)F)C=C(C=C1)[N+](=O)[O-]